2,8-dibromo-1-chloronaphthalene BrC1=C(C2=C(C=CC=C2C=C1)Br)Cl